C(#N)C1=C(C=C(C=C1)N1[C@H](O[C@@H](C1)COC1=CC=C(C=C1)NC(OC1=CC=CC=C1)=O)C(F)(F)F)C(F)(F)F phenyl (4-(((2R,5S)-3-(4-cyano-3-(trifluoromethyl)phenyl)-2-(trifluoromethyl)oxazolidin-5-yl)methoxy)phenyl)carbamate